3-(5-(2-(cyclohexylamino)-5-(N-methylaminosulfonyl)phenyl)-2H-tetrazol-2-yl)azetidine-1-carboxylic acid tert-butyl ester C(C)(C)(C)OC(=O)N1CC(C1)N1N=C(N=N1)C1=C(C=CC(=C1)S(=O)(=O)NC)NC1CCCCC1